COC(C[C@@H](C1=CC=C(C=C1)Br)N)=O (3S)-3-amino-3-(4-bromophenyl)propionic acid methyl ester